BrC=1N=C2N(N1)[C@@H](C[C@@H]2F)C2=C(C=CC(=C2)F)F |r| rac-(5s,7s)-2-bromo-5-(2,5-difluorophenyl)-7-fluoro-6,7-dihydro-5H-pyrrolo[1,2-b][1,2,4]triazole